C1(=CC=CC=C1)S(=O)[O-].[Na+] sodium benzenesulfinate